N-[(3-chlorophenyl)methyl]-3-(6-methoxy-3-pyridyl)imidazo[1,2-b]pyridazin-6-amine ClC=1C=C(C=CC1)CNC=1C=CC=2N(N1)C(=CN2)C=2C=NC(=CC2)OC